tert-butyl (3S)-3-hydroxypyrrolidine-1-carbamate O[C@@H]1CN(CC1)NC(=O)OC(C)(C)C